C(=O)(O)COC1=C(C(=O)O)C=CC=C1Cl 2-(carboxylmethoxy)-3-chlorobenzoic acid